methyl (trans-4-{[(3S,4R)-3-[{[3,5-bis(trifluoromethyl)phenyl](methyl)carbamoyl}(methyl)amino]-4-(3,4-difluorophenyl)pyrrolidin-1-yl]carbonyl}cyclohexyl)carbamate FC(C=1C=C(C=C(C1)C(F)(F)F)N(C(=O)N([C@@H]1CN(C[C@H]1C1=CC(=C(C=C1)F)F)C(=O)[C@@H]1CC[C@H](CC1)NC(OC)=O)C)C)(F)F